O[C@@H]1[C@H](CCCC1)CCN(CCCCCCCC(=O)N(CCCCCCCCCC)CCCCCCCCCC)CCCCCCCC(=O)N(CCCCCCCCCC)CCCCCCCCCC 8,8'-((2-((1R,2S)-2-HYDROXYCYCLOHEXYL)ETHYL)AZANEDIYL)BIS(N,N-DIDECYLOCTANAMIDE)